(2-{[(1S)-1-{[2-(dimethylamino)ethyl]carbamoyl}-2-(1H-indol-3-yl)ethyl]carbamoyl}-1,3-dihydroinden-2-yl)acetic acid CN(CCNC(=O)[C@H](CC1=CNC2=CC=CC=C12)NC(=O)C1(CC2=CC=CC=C2C1)CC(=O)O)C